4-[(E)-3-(3-Hydroxy-4-methoxyphenyl)prop-2-enoyl]-N-propylbenzenesulfonamide OC=1C=C(C=CC1OC)/C=C/C(=O)C1=CC=C(C=C1)S(=O)(=O)NCCC